P(=S)(SCCCCCCCCC)(OCCCCCCCCC)[O-] di-(nonyl) dithiophosphate